ClC1=C(C#N)C(=CC=N1)C1=CC2=CC=C(C=C2C=C1)N1CCCCC1 2-chloro-4-(6-(piperidin-1-yl)naphthalen-2-yl)nicotinonitrile